NC=1C(N(C2=CC(=C(C=C2C1C=1C2=CN(N=C2C(=CC1)Cl)C1OCCCC1)OCCC(F)F)F)CC1=CC=C(C=C1)OC)=O 3-amino-4-[7-chloro-2-(oxan-2-yl)indazol-4-yl]-6-(3,3-difluoropropoxy)-7-fluoro-1-[(4-methoxyphenyl)methyl]quinolin-2-one